C1(CC1)N(C=1N=CC(=NC1)C1=C(C=C(C(=C1)F)C1=NC=NC(=C1)OC)O)[C@@H]1[C@@H](C2CC[C@@H](C1)N2)F 2-(5-{cyclopropyl[(2R,3S,5S)-2-fluoro-8-azabicyclo[3.2.1]octan-3-yl]amino}pyrazin-2-yl)-4-fluoro-5-(6-methoxypyrimidin-4-yl)phenol